tert-butyl 7-[(4R,10bS)-4-methyl-2-(1-methyl-2-oxo-1,8-naphthyridin-4-yl)-3,4,6,10b-tetrahydro-1H-pyrazino[2,1-a]isoindol-8-yl]-3-oxa-9-azabicyclo[3.3.1]non-6-ene-9-carboxylate C[C@@H]1CN(C[C@H]2N1CC1=CC(=CC=C21)C2=CC1COCC(C2)N1C(=O)OC(C)(C)C)C1=CC(N(C2=NC=CC=C12)C)=O